CC1=C(C=CC=C1C)C(C(CN(C=O)C=O)=O)C [3-(2,3-dimethylphenyl)-2-oxobutyl]-formylformamide